C(C)O\C=C(\C(=O)OCC)/C(C)=O ethyl (2E)-2-(ethoxymethylene)-3-oxo-butanoate